5-bromo-1,3-difluoro-2-(2-methoxyvinyl)benzene BrC=1C=C(C(=C(C1)F)C=COC)F